(S)-2-benzylethylenimine C(C1=CC=CC=C1)[C@@H]1NC1